COC(=O)C1N(CC2=NN(C=C21)C)C(=O)OC(C)(C)C 2-Methyl-4,6-dihydropyrrolo[3,4-c]pyrazole-4,5-dicarboxylic acid O5-tert-butyl ester O4-methyl ester